N1C=2C(C=CC1)=CN(C2)C(=O)[O-] dihydro-6H-pyrrolo[3,4-b]pyridine-6-carboxylate